cuprous 2-thiophenecarboxylate S1C(=CC=C1)C(=O)[O-].[Cu+]